3-[6,7-dichloro-5-(2,6-difluorophenyl)-2-imino-3H-1,4-benzodiazepine-1-Yl]-2-oxo-propionic acid ethyl ester C(C)OC(C(CN1C(CN=C(C2=C1C=CC(=C2Cl)Cl)C2=C(C=CC=C2F)F)=N)=O)=O